4-(2-carboxyvinyl)benzoic acid C(=O)(O)C=CC1=CC=C(C(=O)O)C=C1